6-chloro-3-iodo-2-(trifluoromethyl)pyridine ClC1=CC=C(C(=N1)C(F)(F)F)I